isopropyl 4-[3-(tert-butoxycarbonylamino)propyl-methyl-amino]butanoate C(C)(C)(C)OC(=O)NCCCN(CCCC(=O)OC(C)C)C